C(\C=C\C=C\C)(=O)OC=C Vinyl Sorbate